S1C(=CC=C1)C(=O)C=1C2=C(N3C1NCCC3)C(=NC(=C2F)F)F 10-(thiophene-2-carbonyl)-6,8,9-trifluoro-1,2,3,4-tetrahydropyrido[4',3':4,5]pyrrolo[1,2-a]pyrimidine